C1(=CC=C(C=C1)C1CC(C2=CC=CC=C2C1)C=1C(OC2=CC=CC=C2C1O)=O)C1=CC=CC=C1 3-(3-Biphenyl-4-yl-1,2,3,4-tetrahydro-1-naphthyl)-4-hydroxycumarin